C(C1=CC=CC=C1)OC1=CC=C(C=C1)[C@@H](O)C1=NC=CC=C1 |r| racemic-(4-(benzyloxy)phenyl)(pyridin-2-yl)methanol